C(#N)C=1C(=NN2C1C=CC1=C2CCC1)NC(OC(C)(C)C)=O tert-butyl (3-cyano-7,8-dihydro-6H-cyclopenta[e]pyrazolo[1,5-a]pyridin-2-yl)carbamate